C1(CC1)NC(=O)C=1N=C(OC1)O[C@@H]1CN(CC1)CC(=O)NC=1C=CC=C2C(=CNC12)C1=NC(=NC=C1C)NC1=NN(C(=C1)C)C (S)-N-cyclopropyl-2-((1-(2-((3-(2-((1,5-dimethyl-1H-pyrazol-3-yl)amino)-5-methylpyrimidin-4-yl)-1H-indol-7-yl)amino)-2-oxoethyl)pyrrolidin-3-yl)oxy)oxazole-4-carboxamide